N[C@@H]1[C@@H](CC2=CC(=CC=C12)C(F)(F)F)O (1S,2R)-1-amino-5-(trifluoromethyl)-2,3-dihydro-1H-inden-2-ol